2-methyl-5-[2-(4-piperidinyl)pyrazolo[4,3-b]pyridin-5-yl]indazol-6-ol CN1N=C2C=C(C(=CC2=C1)C=1C=CC=2C(N1)=CN(N2)C2CCNCC2)O